4,4-dimethyl-2,2'-bipyridyl CC1(CC(=NC=C1)C1=NC=CC=C1)C